Benzyl 2-acetamido-3-O-acetyl-6-O-t-butyldimethylsilyl-2,4-dideoxy-4-fluoro-α-D-glucopyranoside C(C)(=O)N[C@H]1[C@@H](OCC2=CC=CC=C2)O[C@@H]([C@H]([C@@H]1OC(C)=O)F)CO[Si](C)(C)C(C)(C)C